COC=1C=C2C(=CN(C(C2=CC1OC)=O)C1=NN(C=C1)C)C(=O)N1CCCCC1 6,7-dimethoxy-2-(1-methyl-1H-pyrazol-3-yl)-4-(piperidine-1-carbonyl)isoquinolin-1(2H)-one